FC1=CC=C(C=N1)C(C(=O)O)C (6-fluoropyridin-3-yl)propionic acid